CC1(N(CCC1)CC(=O)NC=1C=C(C(=NC1)C)NC(=O)C1=NN=C2N1C=CC(=C2)C=2C=NN(C2)C)C N-(5-(2-(2,2-dimethylpyrrolidin-1-yl)acetamido)-2-methylpyridin-3-yl)-7-(1-methyl-1H-pyrazol-4-yl)-[1,2,4]triazolo[4,3-a]pyridine-3-carboxamide